COC1=C(C=CC=C1)C=C(C(=O)C=1C=CC2=C(CC(O2)(C)C)C1)C(F)(F)F 3-(2-methoxyphenyl)-1-(2,2-dimethyl-2,3-dihydrobenzofuran-5-yl)-2-(trifluoromethyl)prop-2-en-1-one